3-(4-(benzyloxy)phenyl)-N-(2-chloropyrimidin-4-yl)isoxazol-5-amine C(C1=CC=CC=C1)OC1=CC=C(C=C1)C1=NOC(=C1)NC1=NC(=NC=C1)Cl